2,2',4-tri(2-chlorophenyl)-5-(3,4-Dimethoxyphenyl)-4',5'-diphenyl-1,1'-biimidazole ClC1=C(C=CC=C1)C=1N(C(=C(N1)C1=C(C=CC=C1)Cl)C1=CC(=C(C=C1)OC)OC)N1C(=NC(=C1C1=CC=CC=C1)C1=CC=CC=C1)C1=C(C=CC=C1)Cl